N-(2-cyano-6-methylphenyl)-N-methyl-methacrylamide C(#N)C1=C(C(=CC=C1)C)N(C(C(=C)C)=O)C